2,2'-(1,4-phenylene)diacetaldehyde C1(=CC=C(C=C1)CC=O)CC=O